N-[6-(2-chloro-5-fluorophenyl)-2,3-dimethyl-8-oxo-7,8-dihydro-6H-pyrrolo[4,3-g]indazol-5-yl]-5-fluoro-3-(trifluoromethyl)benzamide ClC1=C(C=C(C=C1)F)C1NC(C2=C1C(=CC1=C(N(N=C21)C)C)NC(C2=CC(=CC(=C2)F)C(F)(F)F)=O)=O